CC(C(=O)O)\C=C\CCC\C=C/C\C=C/CC methyl-(3E,8Z,11Z)-3,8,11-tetradecatrienoic acid